OC1(CCNCC1)C(=O)OCC1=CC=CC=C1 benzyl 4-hydroxypiperidine-4-carboxylate